3,7,11,15-tetramethylhexadeca-1-yn-3-ol CC(C#C)(CCCC(CCCC(CCCC(C)C)C)C)O